8'-Bromo-7'-fluoro-3-isopropoxy-3'-methylspiro[cyclobutane-1,1'-pyrrolo[2,3-c]quinolin]-2'(3'H)-one BrC1=CC=2C3=C(C=NC2C=C1F)N(C(C31CC(C1)OC(C)C)=O)C